N1C=CC=2C1=CC=NC2 pyrrolo[2,3-d]pyridine